[Cu](Br)Br.BrC=1C=C2C=NN(C2=CC1OC1CC1)CC1=CC=C(C=C1)OC 5-Bromo-6-cyclopropoxy-1-(4-methoxybenzyl)-1H-indazole Copper bromide